7-[(5R)-5H-imidazo[4,3-a]isoindol-5-yl]-5,6,7,8-tetrahydroisoquinolin-8-ol C=1N=CN2C1C1=CC=CC=C1[C@H]2C2CCC=1C=CN=CC1C2O